6-(2-ethoxyethoxy)pyridine-3-carbaldehyde C(C)OCCOC1=CC=C(C=N1)C=O